OCCCOCCCC1=CC=CC=2N(C(N(C21)C)=O)C2C(NC(CC2)=O)=O 3-[4-[3-(3-hydroxypropoxy)propyl]-3-methyl-2-oxo-1,3-benzodiazol-1-yl]piperidine-2,6-dione